t-octyl isonitrile C(C)(C)(CC(C)(C)C)[N+]#[C-]